tert-Butyl (3S,4S)-3-(isopropylamino)-4-methoxypyrrolidine-1-carboxylate C(C)(C)N[C@H]1CN(C[C@@H]1OC)C(=O)OC(C)(C)C